O(C1=CC=CC=C1)C1=C(C=C(C=C1)C(C)(C)O)B1OC(C(O1)(C)C)(C)C 2-[4-phenoxy-3-(4,4,5,5-tetramethyl-1,3,2-dioxaborolan-2-yl)phenyl]propan-2-ol